NC1=C(C=CC=C1)OB(O)O aminophenyl-boric acid